2-(1-methyl-1H-pyrazol-4-yl)-1-(2-(5-(trifluoromethyl)-1,2,4-oxadiazol-3-yl)-6,7-dihydrothieno[3,2-c]pyridin-5(4H)-yl)ethan-1-one CN1N=CC(=C1)CC(=O)N1CC2=C(CC1)SC(=C2)C2=NOC(=N2)C(F)(F)F